SCCC[Si](OC)(OC)C γ-Mercaptopropylmethyldimethoxysilan